manganese tetroxide Manganese [Mn+2].[O-2].[O-2].[O-2].[O-2].[Mn+2]